The molecule is a pyridinium ion that is N-methylpyridinium having a phenyl substituent at the 4-position. It has a role as a human xenobiotic metabolite, a herbicide, an apoptosis inducer and a neurotoxin. C[N+]1=CC=C(C=C1)C2=CC=CC=C2